NC=1C=CC(=C2CN(C(C12)=O)C(C(=C)C)=O)C1=CC=C2C=NN(C2=C1)C 7-amino-4-(1-methyl-1H-indazol-6-yl)-2-(2-methylprop-2-enoyl)-2,3-dihydro-1H-isoindol-1-one